5-[[2-[2-(3,4-dichlorophenyl)-5-methyl-1-piperidyl]-2-oxo-acetyl]amino]pyridine-3-carboxamide ClC=1C=C(C=CC1Cl)C1N(CC(CC1)C)C(C(=O)NC=1C=C(C=NC1)C(=O)N)=O